C(C)N1CCC(CC1)N1CCC(CC1)C(=O)OCC(COC(CCC(OCCCC\C=C/CC)OCCCC\C=C/CC)=O)COC(CCCCCCC\C=C/C\C=C/CCCCC)=O 3-((4,4-bis(((Z)-oct-5-en-1-yl)oxy)butanoyl)oxy)-2-((((9Z,12Z)-octadeca-9,12-dienoyl)oxy)methyl)propyl 1'-ethyl-[1,4'-bipiperidine]-4-carboxylate